4,7-methanoindene-1,3(2H)-dione C1(CC(C=2C3=CC=C(C12)C3)=O)=O